C(C)(C)(C)NS(=O)(=O)C=1C=C(C=CC1)NC(C1=C(C=C(C=C1)N1S(CCC1)(=O)=O)N1CCC2(CC2)CC1)=O N-(3-(N-(tert-butyl)sulfamoyl)phenyl)-4-(1,1-dioxidoisothiazolidin-2-yl)-2-(6-azaspiro[2.5]octan-6-yl)benzamide